O=C1NC(CCC1N1C(C2=CC=C(C=C2C1=O)N1CCC(CC1)CN1CCC2(CC1)CCN(CC2)C2=C(C=C(C(=C2)OC)[N+](=O)[O-])C=2C=NN(C2)C)=O)=O 2-(2,6-Dioxopiperidin-3-yl)-5-(4-((9-(5-methoxy-2-(1-methyl-1H-pyrazol-4-yl)-4-nitrophenyl)-3,9-diazaspiro[5.5]undec-3-yl)methyl)piperidin-1-yl)isoindoline-1,3-dione